CC1CN(CC1C1=NC=2C(=NC=C(C2)C2=CC=CC=C2)N1)C#N 3-methyl-4-(6-phenyl-3H-imidazo[4,5-b]pyridin-2-yl)pyrrolidine-1-carbonitrile